2-(6-amino-1,3-benzothiazol-2-yl)-4,5-dihydrothiazol-4-carboxylic acid NC1=CC2=C(N=C(S2)C=2SCC(N2)C(=O)O)C=C1